C(C)(C)(C)OC(=O)N1C(CCC(C1)C1=CC2=C(OC(O2)(F)F)C=C1)(COC(F)F)C(C)(C)C Tert-butyl-5-(2,2-difluoro-1,3-benzodioxol-5-yl)-2-((difluoromethoxy)methyl)piperidine-1-carboxylic acid tert-butyl ester